N1CC(C1)N(C1CCC(CC1)N1C(C2=CC(=C(C=C2C1)NC(=O)C=1C=NN2C1N=CC=C2)OC(C)C)=O)C N-[2-[4-[azetidin-3-yl(methyl)amino]cyclohexyl]-6-isopropoxy-1-oxo-isoindolin-5-yl]pyrazolo[1,5-a]pyrimidine-3-carboxamide